C(C=C)(=O)OC1CCCC1 cyclopentyl acrylate